CS(=O)(=O)N1CCC(CC1)C1=NC(=C(C=2N1N=C(N2)N)N2CCCC2)C=2C=NNC2 (1-(methylsulfonyl)piperidin-4-yl)-7-(1H-pyrazol-4-yl)-8-(pyrrolidin-1-yl)-[1,2,4]triazolo[1,5-c]pyrimidin-2-amine